5-{4-[2-(4-methoxybenzyl)-2H-tetrazol-5-yl]Phenyl}-imidazolidine-2,4-dione COC1=CC=C(CN2N=C(N=N2)C2=CC=C(C=C2)C2C(NC(N2)=O)=O)C=C1